FC1([C@@H]([C@@H](CN(C1)C1=NC=CC(=N1)NC=1N=CC2=C(C=CC(=C2C1)C(C)C)N1CC(C1)CS(=O)(=O)C)O)OC)F (3R,4R)-5,5-difluoro-1-[4-([8-[3-(methanesulfonylmeth-yl)azetidin-1-yl]-5-(propan-2-yl)isoquinolin-3-yl]amino)pyrimidin-2-yl]-4-methoxypiperidin-3-ol